(S)-3-(5-bromo-3-((2-(2-ethoxy-2-oxoethyl)phenoxy)methyl)-2H-indazol-2-yl)pyrrolidine-1-carboxylic acid tert-butyl ester C(C)(C)(C)OC(=O)N1C[C@H](CC1)N1N=C2C=CC(=CC2=C1COC1=C(C=CC=C1)CC(=O)OCC)Br